(4-chlorophenyl)-4-phenyl-[2,4'-bithiazole]-2'-amine ClC1=CC=C(C=C1)C1=C(N=C(S1)C=1N=C(SC1)N)C1=CC=CC=C1